5-bromo-4-(chloromethyl)-3-fluoro-2-methoxypyridine BrC=1C(=C(C(=NC1)OC)F)CCl